4-[2-[(3,4-dimethylphenyl)methoxy]ethyl-methyl-amino]-4-methyl-pent-2-ynethioic acid S-methyl ester CSC(C#CC(C)(C)N(C)CCOCC1=CC(=C(C=C1)C)C)=O